methyl (6S,10S)-10-(1,3-benzodioxol-5-yl)-2-(4-bromobenzyl)-6-butyl-3,8-dioxo-1-(2-thienyl)-4-oxa-2,7,9-triazadodecan-12-oate O1COC2=C1C=CC(=C2)[C@@H](NC(N[C@H](COC(N(CC=2SC=CC2)CC2=CC=C(C=C2)Br)=O)CCCC)=O)CC(=O)OC